ClC=1C2=C(C(=NC1)C=1C3=C(C=4C=NC(=NC4C1F)N1C[C@@H]([C@H](C1)N(C)C(C)C)O)COC3)C(=C(S2)NC(OC(C)(C)C)=O)C#N tert-Butyl (7-chloro-3-cyano-4-(5-fluoro-3-((3S,4S)-3-hydroxy-4-(isopropyl(methyl)amino) pyrrolidin-1-yl)-7,9-dihydrofuro[3,4-f]quinazolin-6-yl)thieno[3,2-c]pyridin-2-yl)carbamate